1,1,1-trishydroxymethyl-propane triacrylate C(C=C)(=O)O.C(C=C)(=O)O.C(C=C)(=O)O.OCC(CC)(CO)CO